(8S,9S,10R,11S,13S,14S,17R)-17-glycoloyl-11-hydroxy-10,13-dimethyl-3-oxo-2,3,6,7,8,9,10,11,12,13,14,15,16,17-tetradecahydro-1H-cyclopenta[a]phenanthren-17-yl octanoate C(CCCCCCC)(=O)O[C@@]1(CC[C@H]2[C@@H]3CCC4=CC(CC[C@@]4([C@H]3[C@H](C[C@]12C)O)C)=O)C(CO)=O